OC1=C(C(=O)C2=CC=CC=C2)C=CC(=C1)OC(C=C)=O hydroxy-4-acryloxybenzophenone